(S)-3-((7-((tert-Butoxycarbonyl)(4-(pyridin-2-yl)benzyl)amino)-3-cyclopropylpyrazolo[1,5-a]pyrimidin-5-yl)amino)piperidine-1-carboxylic acid tert-butyl ester C(C)(C)(C)OC(=O)N1C[C@H](CCC1)NC1=NC=2N(C(=C1)N(CC1=CC=C(C=C1)C1=NC=CC=C1)C(=O)OC(C)(C)C)N=CC2C2CC2